FC(CN1N=C(N=N1)CN1CC2(CN(C2)C(=O)N2CC3(C2)CC(C3)N3N=C(N=C3)C(F)(F)F)C1)(F)F [6-[[2-(2,2,2-trifluoroethyl)tetrazol-5-yl]methyl]-2,6-diazaspiro[3.3]heptan-2-yl]-[6-[3-(trifluoromethyl)-1,2,4-triazol-1-yl]-2-azaspiro[3.3]heptan-2-yl]methanone